OC(COC1=CC=C(C=C1)C(C)(C)C1=CC=C(C=C1)OCC(COC(C=C)=O)O)COC(C=C)=O 2,2-bis[4-(2-hydroxy-3-acryloyloxypropoxy)phenyl]propane